6-Chloro-N-methoxy-4-((2-(oxetan-3-yloxy)phenyl)amino)nicotinamide ClC1=NC=C(C(=O)NOC)C(=C1)NC1=C(C=CC=C1)OC1COC1